2-chloro-4-((2-isopropoxyphenyl)amino)pyrimidine-5-carbonitrile ClC1=NC=C(C(=N1)NC1=C(C=CC=C1)OC(C)C)C#N